5-(4-chlorophenyl)-1-(2,4-dichlorophenyl)-4-methyl-N-(2-(((1S,2S,4S)-1,7,7-trimethyl-bicyclo[2.2.1]heptan-2-yl)oxy)-ethyl)-1H-pyrazole-3-carboxamide ClC1=CC=C(C=C1)C1=C(C(=NN1C1=C(C=C(C=C1)Cl)Cl)C(=O)NCCO[C@@H]1[C@]2(CC[C@@H](C1)C2(C)C)C)C